2-[(2-hydroxy-1,1-Bis[hydroxymethyl]ethyl)amino]ethanesulfonic acid OCC(CO)(CO)NCCS(=O)(=O)O